CC(CCC(=O)O)(C(=O)O)C 1,1-dimethyl-1,3-dicarboxypropane